3-(methyl)-allyloxymethyl-3-ethyloxetane CC=CCOCC1OCC1CC